perfluorovinyl ether potassium [K].FC(=C(F)F)OC(=C(F)F)F